NCCOCCOCCN1C(S\C(\C1=O)=C/C1=CC(=C(OC2=C(C=C(C#N)C=C2)C(F)(F)F)C=C1)OC)=O (Z)-4-(4-((3-(2-(2-(2-aminoethoxy)ethoxy)ethyl)-2,4-dioxothiazolidine-5-ylidene)methyl)-2-methoxyphenoxy)-3-(trifluoromethyl)benzonitrile